FC=1C(=C(C(=O)N(C)[C@H](CN2CC(C2)O)[C@H](CC)C)C=CC1)F Difluoro-N-((2S,3S)-1-(3-hydroxyazetidin-1-yl)-3-methylpentan-2-yl)-N-methylbenzamide